C(C)(C)(C)OC(=O)N1[C@@H]([C@H](C1)OC=1C(=NC(=CC1)C(NCC(F)F)=O)F)C.C(CCC)C=1C=[N+](C=CC1)CCO 3-n-butyl-1-(2-hydroxyethyl)pyridinium tert-butyl-(2R,3S)-3-({6-[(2,2-difluoroethyl)carbamoyl]-2-fluoropyridin-3-yl}oxy)-2-methylazetidine-1-carboxylate